1-(7-fluoro-11H-indeno[1,2-b]quinoxalin-9-yl)ethanone FC=1C=C(C=2N=C3C(=NC2C1)C1=CC=CC=C1C3)C(C)=O